((1S,3R)-3-acetaminocyclohexyl)-N-(5-chloro-4-(5,5-dimethyl-5,6-dihydro-4H-pyrrolo[1,2-b]pyrazol-3-yl)pyridin-2-yl)acetamide N(C(=O)C)[C@H]1C[C@H](CCC1)CC(=O)NC1=NC=C(C(=C1)C1=C2N(N=C1)CC(C2)(C)C)Cl